Azole-5-carboxamide N1C=CC=C1C(=O)N